C(C)(C)(C)OC(=O)N1C[C@@H](CCCC1)NCCCC1=CC=CC=C1 (R)-3-(phenylpropylamino)azepane-1-carboxylic acid tert-butyl ester